C(CCCCCCCCCCCCCCCCCCCCC)OC1=CC=C(C=C1)S(=O)(=O)C=1C=NC2=CC=C(C=C2C1N1CCC(CC1)N1CCN(CC1)C1CCN(CC1)CC)S(=O)C 3-((4-(docosyloxy)phenyl)sulfonyl)-4-(4-(4-(1-ethylpiperidin-4-yl)piperazin-1-yl)piperidin-1-yl)-6-(methylsulfinyl)quinoline